7-bromo-3-(5-fluoroisoquinolin-4-yl)-6-methoxyquinazoline-2,4(1H,3H)-dione BrC1=C(C=C2C(N(C(NC2=C1)=O)C1=CN=CC2=CC=CC(=C12)F)=O)OC